ClC=1C=C(C=2N(N1)C(=CN2)C(=O)NC2CC2)N(C)CC2=CC=C(C=C2)OC 6-Chloro-N-cyclopropyl-8-((4-methoxybenzyl)(methyl)amino)imidazo[1,2-b]pyridazine-3-carboxamide